5-chloro-2-cyclopropoxypyridine-3-sulfonyl chloride ClC=1C=C(C(=NC1)OC1CC1)S(=O)(=O)Cl